manganese potassium magnesium [Mg].[K].[Mn]